methanedisulfonic acid methylenedimethyl-methanedisulfonate C=CC(S(=O)(=O)O)(S(=O)(=O)O)C.C(S(=O)(=O)O)S(=O)(=O)O